chlorotrimethyl-ammonioethyl methacrylate C(C(=C)C)(=O)OC(C([NH3+])(C)C)(C)Cl